ClC1=C(OC2CCN(CC2)C2=CC=C(C=C2)C2=CN=C(S2)CO)C=C(C=C1)F (5-(4-(4-(2-chloro-5-fluorophenoxy)piperidin-1-yl)phenyl)-1,3-thiazol-2-yl)methanol